C(#N)C1=C(C(=CC=C1)OC)C1(CC1)C(=O)NC(C(=O)O)CCN(CCCCC1=NC=2NCCCC2C=C1)CC(CF)OC 2-[[1-(2-cyano-6-methoxy-phenyl)cyclopropanecarbonyl]amino]-4-[[3-fluoro-2-methoxy-propyl]-[4-(5,6,7,8-tetrahydro-1,8-naphthyridin-2-yl)butyl]amino]butanoic acid